N-((6-(4-methylpiperazin-1-yl)pyridin-3-yl)methyl)-5-(pyrazolo[1,5-a]pyrimidin-5-yl)-7H-pyrrolo[2,3-d]pyrimidin-2-amine CN1CCN(CC1)C1=CC=C(C=N1)CNC=1N=CC2=C(N1)NC=C2C2=NC=1N(C=C2)N=CC1